[Li].C(C)(C)(C)C1=CC=2PC3=CC(=CC=C3C2C=C1)C(C)(C)C 2,7-di-tert-butyl-9-phosphafluorene lithium salt